BrC=1C=C2C(=CC(=NC2=C(C1)F)C1CC1)O 6-bromo-2-cyclopropyl-8-fluoroquinolin-4-ol